ClC=1C=C(C=CC1F)NC(N(CC1=NNC=2CCCCC12)C1=CC(=CC(=C1)OC)OC)=O 3-(3-Chloro-4-fluorophenyl)-1-(3,5-dimethoxyphenyl)-1-((4,5,6,7-tetrahydro-1H-indazol-3-yl)methyl)urea